4-(benzyloxy)-2-(2,6-dioxopiperidin-3-yl)-6-methoxyisoindoline-1,3-dione C(C1=CC=CC=C1)OC1=C2C(N(C(C2=CC(=C1)OC)=O)C1C(NC(CC1)=O)=O)=O